COC=1C=C(C=C2C(=CC(NC12)=O)C)NC(=O)C=1C=C2C(=NC1N1CCOCC1)CNC2 N-(8-methoxy-4-methyl-2-oxo-1H-quinolin-6-yl)-2-morpholino-6,7-dihydro-5H-pyrrolo[3,4-b]pyridine-3-carboxamide